C1(CC1)COC=1C=C(C=CC1OC)/C(/CN1C(=CC(C=C1C)=O)C)=N/OCS(=O)(=O)C (Z)-1-(2-(3-cyclopropylmethoxy-4-methoxyphenyl)-2-(methylsulfonylmethoxy-imino)ethyl)-2,6-dimethylpyridin-4(1H)-one